COC([C@@H](NS(=O)(=O)C)CCOS(=O)(=O)C)=O N,O-dimethylsulfonyl-L-homoserine methyl ester